ClC1=C(C(=O)N2COC3=C(C2)C=CC=C3C3=CC(=C(C(=O)O)C=C3F)N3C2COCC3CC2)C(=CC(=C1)OCCOC)Cl 4-[3-[2,6-dichloro-4-(2-methoxyethoxy)benzoyl]-2,4-dihydro-1,3-benzoxazin-8-yl]-5-fluoro-2-(3-oxa-8-azabicyclo[3.2.1]oct-8-yl)benzoic acid